ClC1=C(C(=O)N2COC3=C(C2)C=CC=C3C3=CC(=C(C(=O)O)C=C3)N3CCOCC3)C(=CC(=C1)C=1C=NN(C1)CCOC)Cl 4-[3-[2,6-dichloro-4-[1-(2-methoxyethyl)pyrazol-4-yl]benzoyl]-2,4-dihydro-1,3-benzoxazin-8-yl]-2-morpholin-4-ylbenzoic acid